C(C)C1=C(C(=CC=C1)NC1=CC=C(C=2C(C3=CC=CC=C3C(C12)=O)=O)NC1=CC=CC(=C1C)CC)C 1,4-bis[(2-ethyl-6-tolyl)amino]anthraquinone